3,4-Dichlorophenyl 2,4,6-tri-O-acetyl-3-deoxy-3-[4-(1-hydroxybutyl-carbonyl)-1H-1,2,3-triazol-1-yl]-1-thio-α-D-galactopyranoside C(C)(=O)O[C@H]1[C@@H](SC2=CC(=C(C=C2)Cl)Cl)O[C@@H]([C@@H]([C@@H]1N1N=NC(=C1)C(=O)C(CCC)O)OC(C)=O)COC(C)=O